NC1=C(C(=NN1C(C(F)(F)F)C)C1=C2C(=C(N=C1)CNC(C1=C(C=CC(=C1)F)OC)=O)N(C=C2)COCC[Si](C)(C)C)C#N N-((4-(5-amino-4-cyano-1-(1,1,1-trifluoropropan-2-yl)-1H-pyrazol-3-yl)-1-((2-(trimethylsilyl)ethoxy)methyl)-1H-pyrrolo[2,3-c]pyridin-7-yl)methyl)-5-fluoro-2-methoxybenzamide